3-morpholinopropyl-amine O1CCN(CC1)CCCN